2-bromo-1-(6-bromo-5-fluoro-3-((4-methoxybenzyl)amino)pyridin-2-yl)pentane-1,3-dione BrC(C(=O)C1=NC(=C(C=C1NCC1=CC=C(C=C1)OC)F)Br)C(CC)=O